C([O-])([O-])=O.C(C)[N+](C)(CCOC)CC.C(C)[N+](CC)(CCOC)C N,N-diethyl-N-(2-methoxyethyl)-N-methylammonium carbonate salt